1,7-diazaspiro[4.4]nonan-2-one N1C(CCC12CNCC2)=O